((1s,4s)-4-((2-chloro-5-((1-(methylsulfonyl)pyrrolidin-3-yl)ethynyl)pyridin-4-yl)amino)cyclohexyl)methanol ClC1=NC=C(C(=C1)NC1CCC(CC1)CO)C#CC1CN(CC1)S(=O)(=O)C